maleimidocaproyl-phenylalanine C1(C=CC(N1CCCCCC(=O)N[C@@H](CC1=CC=CC=C1)C(=O)O)=O)=O